(1R,2S)-5'-methoxy-2-{3-[(5-methoxy-2-methylpyrimidin-4-yl)amino]-1H-indazol-6-yl}-1'H-spiro[cyclopropane-1,3'-indol]-2'-one COC=1C=C2[C@]3(C(NC2=CC1)=O)[C@@H](C3)C3=CC=C1C(=NNC1=C3)NC3=NC(=NC=C3OC)C